C(C)C1=NC(=NC=C1)N1CCN(CC1)C(=O)OC(C)(C)C ethyl-2-[4-(tert-butoxycarbonyl)piperazin-1-yl]pyrimidine